C12CC(CC(N1)C2)C2=C1CN(C(C1=CC(=C2)F)=O)C2C(NC(CC2)=O)=O 3-(4-(6-azabicyclo[3.1.1]heptan-3-yl)-6-fluoro-1-oxoisoindolin-2-yl)piperidine-2,6-dione